F[C@@H]1CN(CC[C@H]1O)C(=O)OC(C)(C)C (3R,4R)-tert-butyl 3-fluoro-4-hydroxypiperidine-1-carboxylate